C(CC)(=O)OCCN1N=C2C(C(=NC=3C=C(C=CC23)C2=CC=NN2C2OCC2)N)=C1 2-[4-amino-7-[1-(oxetan-2-yl)-1H-pyrazol-5-yl]-2H-pyrazolo[4,3-c]Quinolin-2-yl]Ethyl propionate